6-hydroxy-2,5,7,8-tetramethylchroman-2-carboxic acid OC=1C(=C2CCC(OC2=C(C1C)C)(C(=O)O)C)C